6-Boc-N2-caffeoyl-lysine methyl ester COC([C@@H](NC(\C=C\C1=CC(O)=C(O)C=C1)=O)CCCC(N)C(=O)OC(C)(C)C)=O